O=C1NC=C2C(CCCC2=C1C#N)=O 3,8-dioxo-2,3,5,6,7,8-hexahydroisoquinoline-4-carbonitrile